OC(CCCCCC(=O)O)CCCCC 7-hydroxylauric acid